1-[5-[4-(4-Aminopiperidine-1-carbonyl)piperidine-1-carbonyl]-2-methoxy-phenyl]hexahydropyrimidine-2,4-dione NC1CCN(CC1)C(=O)C1CCN(CC1)C(=O)C=1C=CC(=C(C1)N1C(NC(CC1)=O)=O)OC